7-((2-(4-aminopiperidine-1-yl)-6-(4-cyano-3-fluorophenyl)pyridin-4-yl)oxy)-N-hydroxyheptanamide hydrochloride Cl.NC1CCN(CC1)C1=NC(=CC(=C1)OCCCCCCC(=O)NO)C1=CC(=C(C=C1)C#N)F